FC1=C(C(=O)N)C=C(C(=C1)NC1=NC=C2N(C(N(C2=N1)[C@@H]1CC[C@H](CC1)OC)=O)C)C 2-fluoro-4-((9-(trans-4-methoxycyclohexyl)-7-methyl-8-oxo-8,9-dihydro-7H-purin-2-yl)amino)-5-methylbenzamide